ClC1=CC=C(C=C1)C(\C=C\C1=CC=C2C=CC=NC2=C1)=O (E)-1-(4-chlorophenyl)-3-(quinolin-7-yl)prop-2-en-1-one